N-Cyclopropyl-3-(difluoromethyl)-5-fluoro-N-(2-isopropylbenzyl)-1-methyl-1H-pyrazol-4-carbothioamid C1(CC1)N(C(=S)C=1C(=NN(C1F)C)C(F)F)CC1=C(C=CC=C1)C(C)C